(5,6,7-tri(methoxy)benzofuran-2-yl)methyl (1-((2R,4R,5R)-3,3-difluoro-4-hydroxy-5-(hydroxyl-methyl)tetrahydrofuran-2-yl)-2-oxo-1,2-dihydro-pyrimidin-4-yl)carbamate FC1([C@@H](O[C@@H]([C@H]1O)CO)N1C(N=C(C=C1)NC(OCC=1OC2=C(C1)C=C(C(=C2OC)OC)OC)=O)=O)F